cis-rac-(3S,4SR)-3-fluorotetrahydro-2H-pyran-4-ol F[C@H]1COCC[C@@H]1O |r|